3-(4-((3-(4-(3-bromopropyl)phenyl)propyl)thio)-1-oxoisoindolin-2-yl)piperidine BrCCCC1=CC=C(C=C1)CCCSC1=C2CN(C(C2=CC=C1)=O)C1CNCCC1